OC(CCN1N(C(SC=C1)=O)CCC1=CC=C(S1)C(=O)O)CC1=CC(=CC=C1)C#CC=1N=CSC1 5-(2-(4-(3-hydroxy-4-(3-(thiazol-4-ylethynyl)phenyl)butyl)-2-oxo-1,3,4-thiadiazin-3-yl)ethyl)thiophene-2-carboxylic acid